BrC=1C=CC(=C2CN(C(C12)=O)C1C(NC(CC1)=O)=O)C 3-(7-bromo-4-methyl-1-oxoisoindolin-2-yl)piperidine-2,6-dione